dibutyl-di-n-hexylammonium hydroxide [OH-].C(CCC)[N+](CCCCCC)(CCCCCC)CCCC